(1-methylcyclobutyl)methanol CC1(CCC1)CO